C1(CC1)C1=NC(=CC=C1O[C@@H]1C[C@H](CCC1)C(=O)OC)C=1N=NN(C1COC(N(CCC(F)(F)F)C)=O)C methyl (1S,3S)-3-((2-cyclopropyl-6-(1-methyl-5-(((methyl(3,3,3-trifluoropropyl)carbamoyl)oxy)methyl)-1H-1,2,3-triazol-4-yl)pyridin-3-yl)oxy)cyclohexane-1-carboxylate